CC1=CC=CC(=N1)C1=NC=CC(=N1)NC1=NC(=NC=C1)NC=1C=C(SC1)NC(=O)C1CCNCC1 N-(4-((4-((2-(6-methylpyridin-2-yl)pyrimidin-4-yl)amino)pyrimidin-2-yl)amino)thiophen-2-yl)piperidine-4-carboxamide